(3R,4R)-4-amino-3-fluoropiperidin-1-yl-3-(3,4-dichloro-2-Methyl-2H-indazol-5-yl)-1H-pyrazolo[3,4-d]pyrimidine-4-carboxamide N[C@H]1[C@@H](CN(CC1)N1N=C(C=2C1=NC=NC2C(=O)N)C2=C(C1=C(N(N=C1C=C2)C)Cl)Cl)F